CC1(OB(OC1(C)C)C=1C=C(C=CC1)CC(=O)OC)C methyl 2-[3-(4,4,5,5-tetramethyl-1,3,2-dioxaborolan-2-yl)phenyl]acetate